NC=1C2=C(N=CN1)N(C=C2C=2C(=C(C=CC2)NS(=O)(=O)C2=CC(=C(C=C2)OC)C)F)C2CCN(CC2)C N-{3-[4-amino-7-(1-methyl-piperidin-4-yl)-7H-pyrrolo[2,3-d]pyrimidin-5-yl]-2-fluoro-phenyl}-4-methoxy-3-methyl-benzenesulfonamide